4-{6-[4-(4-(isopentyloxy)phenyl)piperidin-1-yl]pyridin-3-yl}-6-methyl-1H-pyrrolo[2,3-c]pyridin-7(6H)-one C(CC(C)C)OC1=CC=C(C=C1)C1CCN(CC1)C1=CC=C(C=N1)C=1C2=C(C(N(C1)C)=O)NC=C2